BrC1=CC(=C(C2=C1OCCN2)NC(C(C)(C)O)=O)F N-(8-bromo-6-fluoro-3,4-dihydro-2H-benzo[b][1,4]oxazin-5-yl)-2-hydroxy-2-methylpropanamide